C(C)(C)C1=C(C=C(C(=O)O)C=C1)S(NC1=C(C=CC(=C1)C(F)(F)F)N1CCCCC1)(=O)=O 4-isopropyl-3-(N-(2-(piperidin-1-yl)-5-(trifluoromethyl)phenyl)sulfamoyl)benzoic acid